quinoline-4-yl methanesulfonate CS(=O)(=O)OC1=CC=NC2=CC=CC=C12